4-((6-bromo-3-fluoropyridin-2-yl)methyl)-1-(3-chloro-2-fluoro-benzyl)piperidine-4-carboxylic acid methyl ester COC(=O)C1(CCN(CC1)CC1=C(C(=CC=C1)Cl)F)CC1=NC(=CC=C1F)Br